2-diphenylphosphino-4-(4-vinyl-phenethyl)-pyridin C1(=CC=CC=C1)P(C1=NC=CC(=C1)CCC1=CC=C(C=C1)C=C)C1=CC=CC=C1